O1CCNCCC1 perhydro-1,4-oxaazepane